ClC=1C=C(C=CC1C1CC1)C=1C=C2CCC(C2=CC1C)N1CC(C1)(O)C (5-(3-chloro-4-cyclopropylphenyl)-6-methyl-2,3-dihydro-1H-inden-1-yl)-3-methylazetidin-3-ol